COC(=O)C=1C=C(C=C2C=CNC12)C1=CN=CS1 5-(thiazol-5-yl)-1H-indole-7-carboxylic acid methyl ester